C(C=C)(=O)N1C[C@@H](N(C[C@H]1C)C1=NC(N2C3=C(C(=C(C=C13)Cl)C1=C(C=C(C(=C1)Cl)F)F)SC[C@@H]2COCCOC)=O)C (3S)-7-((2S,5R)-4-acryloyl-2,5-dimethylpiperazin-1-yl)-9-chloro-10-(5-chloro-2,4-difluorophenyl)-3-((2-methoxyethoxy)meth-yl)-2H-[1,4]thiazino[2,3,4-ij]quinazolin-5(3H)-one